C(CC)(=O)O[C@@H]1[C@H](O[C@H]([C@]1(C)F)N1C2=NC(=NC(=C2N=C1)NC)NC(CC)=O)COC(CC)=O (2R,3R,4R,5R)-4-fluoro-4-methyl-5-(6-(methylamino)-2-propionamido-9H-purin-9-yl)-2-((propionyloxy)methyl)tetrahydrofuran-3-yl propionate